ClC1=NC=2N(C(=C1)NC1=NC=C(C=C1)[N+](=O)[O-])N=CC2C#N 5-chloro-7-((5-nitropyridin-2-yl)amino)pyrazolo[1,5-a]pyrimidine-3-carbonitrile